COC1=CC=CC(=C1OC)C(=O)C(C2=CC=CC=C2)O dimethoxybenzoin